S1C=C(C2=C1C=CC=C2)C2=NC1=C(C=CC(=C1C=C2)O[C@H](C)C2=CC=CC=C2)CC 2-(1-Benzothiophen-3-yl)-8-ethyl-5-[(1R)-1-phenylethoxy]quinoline